BrC=1C=C2CCNC(C2=CC1)COC 6-bromo-1-(methoxymethyl)-1,2,3,4-tetrahydroisoquinoline